2-(5-{(1S)-1-[3,5-bis(trifluoromethyl)benzamido]ethyl}-3-methyl-1H-1,2,4-triazol-1-yl)-N,N-dimethyl-1,3-thiazole-5-carboxamide FC(C=1C=C(C(=O)N[C@@H](C)C2=NC(=NN2C=2SC(=CN2)C(=O)N(C)C)C)C=C(C1)C(F)(F)F)(F)F